6-((1H-pyrazol-1-yl)methyl)-5-methoxy-4-methylbenzo[d]isoxazol-3-amine N1(N=CC=C1)CC1=CC2=C(C(=NO2)N)C(=C1OC)C